C(C)OC(=O)C=1C(=NC(=NC1)N1CC2CC2C1)\C=C\C1=CC=CC=C1 2-{3-azabicyclo[3.1.0]hex-3-yl}-4-[(1E)-2-phenylethenyl]pyrimidine-5-carboxylic acid ethyl ester